4-chloro-5-(chloromethyl)-1,2-dimethyl-1H-imidazole ClC=1N=C(N(C1CCl)C)C